ethylene (E)-vinyl acetate C(C)(=O)OC=C.C=C